1H-benzo[d][1,2,3]triazol-6-amine N1N=NC2=C1C=C(C=C2)N